FC(C1=NC=CC(=C1)OC1=CC2=C(N=C(S2)N)C=C1)(F)F 6-[[2-(trifluoromethyl)-4-pyridinyl]oxy]-1,3-benzothiazol-2-amine